BrCC(C(=O)OCC)=C ethyl 2-(bromomethyl)prop-2-enoate